C(CCCCCCCCCCCCCCC)ON hexadecyloxyamine